7-bromo-6-methoxy-2,3-dihydro-4(1H)-quinolinone BrC1=C(C=C2C(CCNC2=C1)=O)OC